4-(((R)-1-(3-(difluoromethyl)-2-fluorophenyl)ethyl)amino)-6-((1R,4r)-1-imino-4-methoxy-1-oxohexahydro-1lambda6-thiopyran-4-yl)-8-methylpyrido[2,3-d]Pyrimidin-7(8H)-one FC(C=1C(=C(C=CC1)[C@@H](C)NC=1C2=C(N=CN1)N(C(C(=C2)C2(CCS(CC2)(=O)=N)OC)=O)C)F)F